1-oleoyl-2-palmitoyl-sn-glycero-3-phosphocholine C(CCCCCCC\C=C/CCCCCCCC)(=O)OC[C@@H](OC(CCCCCCCCCCCCCCC)=O)COP(=O)([O-])OCC[N+](C)(C)C